C(C)SC=1C=C(C(=NC1C1=NC=2C(=NC=C(C2)C(F)(F)F)N1C)I)O 5-ethylsulfanyl-2-iodo-6-[3-methyl-6-(trifluoromethyl)imidazo[4,5-b]pyridin-2-yl]pyridin-3-ol